4-(2-thienyl)butyric acid S1C(=CC=C1)CCCC(=O)O